FC(C(F)(F)F)(OCCOC(C(=C)Cl)=O)F α-chloroacrylic acid pentafluoroethoxyethyl ester